(3R)-3-methyl-4-[6-(pyridin-3-yl)-2-[1H-pyrrolo[2,3-b]pyridin-4-yl]pyrimidin-4-yl]morpholine methyl-4-[(4R)-4-{[(tert-butoxy)carbonyl]amino}-3,3-dimethyl-pyrrolidin-1-yl]butanoate COC(CCCN1CC([C@H](C1)NC(=O)OC(C)(C)C)(C)C)=O.C[C@H]1N(CCOC1)C1=NC(=NC(=C1)C=1C=NC=CC1)C1=C2C(=NC=C1)NC=C2